F[C@@H]1C[C@@H](N2N=C(N=C21)C(=O)N[C@@H]2C(NC1=C(CC2)C=C(C=C1F)F)=O)C1=CC=CC=C1 (5R,7R)-7-fluoro-5-phenyl-N-[(3S)-7,9-difluoro-2-oxo-1,3,4,5-tetrahydro-1-benzazepine-3-yl]-6,7-dihydro-5H-pyrrolo[1,2-b][1,2,4]Triazole-2-carboxamide